O[C@@H]1C[C@H](N(C1)C([C@H](C(C)(C)C)N1N=NC(=C1)C1=NC(=CC=C1)OC)=O)C(=O)NC (2S,4R)-4-hydroxy-1-[(2S)-2-[4-(6-methoxy-2-pyridyl)triazol-1-yl]-3,3-dimethyl-butanoyl]-N-methyl-pyrrolidine-2-carboxamide